Di-methylolpropan C(O)C(C)(C)CO